N1CNC(C2=C1N=CC=C2)=O dihydropyrido[2,3-d]pyrimidin-4(1H)-one